6-(3-(5-((3S,4S)-1-((S)-2,3-dihydroxypropanoyl)-4-((R)-1-hydroxyethyl)-4-methylpyrrolidin-3-yl)-2-methoxyphenoxy)azetidin-1-yl)-2-methylnicotinonitrile O[C@H](C(=O)N1C[C@H]([C@](C1)(C)[C@@H](C)O)C=1C=CC(=C(OC2CN(C2)C2=NC(=C(C#N)C=C2)C)C1)OC)CO